O1CCN(CC1)C1=CC=C(C=N1)C(C)=O 1-(6-morpholino-3-pyridyl)ethanone